methyl 2,5-difluoro-4-((3-morpholinobicyclo[1.1.1]pentan-1-yl)amino)nicotinate FC1=C(C(=O)OC)C(=C(C=N1)F)NC12CC(C1)(C2)N2CCOCC2